C[B-](CC)(CC)CC.[Li+] lithium methyltriethylborate